(β-carboxyethyl)cyclohexanone C(=O)(O)CCC1C(CCCC1)=O